CC1=NC=CC=C1C1=CC=C(C[N+]2=NOC(=C2)[N-]C(NC2=CC(=CC=C2)C(F)(F)F)=O)C=C1 (3-(4-(2-methylpyridin-3-yl)benzyl)-1,2,3-oxadiazol-3-ium-5-yl)((3-(trifluoromethyl)phenyl)carbamoyl)amide